N12CC(C(CC1)CC2)N(C(O)=O)[C@H]2C1(CC3=CC(=CC=C23)C2=CC(=CC=C2)C(F)(F)F)CC1.ClC[C@H]1C([C@H]1CC(=O)N)(C)C cis-2-(3-(chloromethyl)-2,2-dimethylcyclopropyl)acetamide (S)-quinuclidin-3-yl-(5'-(3-(trifluoromethyl)phenyl)-1',3'-dihydrospiro[cyclopropane-1,2'-inden]-1'-yl)carbamat